C1(CCCC1)C1(NC=C(C=C1NC(CC)CC)C1=NC(=NO1)C)N 2-cyclopentyl-5-(3-methyl-1,2,4-oxadiazol-5-yl)-N3-(pentan-3-yl)pyridine-2,3-diamine